1-(2-aminopyridin-3-yl)ethan-1-one NC1=NC=CC=C1C(C)=O